N-(4-methylpentan-2-yl)cyclohexane-1,2-diamine CC(CC(C)NC1C(CCCC1)N)C